tert-butyl (2-((2-((2-(4-bromophenyl)-2-(4-chlorophenyl)-2-hydroxyethyl)amino)-2-oxoethyl)amino)-2-oxoethyl)carbamate BrC1=CC=C(C=C1)C(CNC(CNC(CNC(OC(C)(C)C)=O)=O)=O)(O)C1=CC=C(C=C1)Cl